FC1=CC=CC=2C=C3N(C12)C=CNC3=O 6-fluoropyrazino[1,2-a]indol-1(2H)-one